C(C)O[Si](CCCSSSSCCC[Si](OCC)(OCC)OCC)(OCC)OCC Bis[3-(triethoxysilyl) propyl] tetrasulphide